ClC1=NC(=C2N=CN(C2=N1)[C@@H]1O[C@@H]([C@H]([C@H]1O)O)CO)N1CCC2(CC1)C=C1C=CC=CC1=C2 (2R,3R,4S,5R)-2-(2-chloro-6-spiro[indene-2,4'-piperidine]-1'-ylpurin-9-yl)-5-(hydroxymethyl)tetrahydrofuran-3,4-diol